ClC1=CC(=C(COC2=CC=CC(=N2)C2CCN(CC2)CC2=NC3=C(N2CCN2N=C(C=C2C)C)C=C(C=C3)C(=O)O)C=C1)F 2-[(4-{6-[(4-chloro-2-fluorobenzyl)oxy]pyridin-2-yl}piperidin-1-yl)methyl]-1-[2-(3,5-dimethyl-1H-pyrazol-1-yl)ethyl]-1H-benzimidazole-6-carboxylic acid